NC=1C2=C(N(C(N1)=O)[C@@H]1[C@@H](OCCC1)C)N=C(C=C2)C2CC2 |r| 4-amino-7-cyclopropyl-1-[(2SR,3SR)-2-methyltetrahydropyran-3-yl]pyrido[2,3-d]pyrimidin-2-one